ClC=1C=CC(=C2C=NN(C(C12)=O)C)CC1CC2(CN(C2)C[C@@H](CC2=CC=3N(C=C2F)C=NN3)C)C1 8-chloro-2-methyl-5-[[2-[(2R)-3-(6-fluoro-[1,2,4]triazolo[4,3-a]pyridin-7-yl)-2-methyl-propyl]-2-azaspiro[3.3]heptan-6-yl]methyl]phthalazin-1-one